C(=O)OCCN(CCOC=O)CCC(=O)OCCCCOC=O N,N-bis(2-formyloxyethyl)-2-(4-formyloxybutoxycarbonyl)ethylamine